O[C@@H](C(=O)N[C@H]1CN(CCC1)C)C1=CC=CC=C1 (R)-2-hydroxy-N-((R)-1-methylpiperidin-3-yl)-2-phenylacetamide